O=C(CC(=O)OCCCCCCOC(CC(C)=O)=O)C 6-(3-oxobutanoyloxy)hexyl 3-oxobutanoate